5-((2-(4-(1H-pyrazol-3-yl)piperazin-1-yl)pyridin-3-yl)methoxy)-2-methoxyisonicotinaldehyde N1N=C(C=C1)N1CCN(CC1)C1=NC=CC=C1COC1=CN=C(C=C1C=O)OC